7-chloro-6-fluoro-4-oxo-1-phenyl-1,4-dihydroquinoline-3-carboxylic acid ethyl ester C(C)OC(=O)C1=CN(C2=CC(=C(C=C2C1=O)F)Cl)C1=CC=CC=C1